O1CCOC2=C1C=CC=C2C2=C(C=C1NC(C=3N(C1=C2C)C(=NN3)C)(C)C)F 8-(2,3-Dihydro-[1,4]benzodioxin-5-yl)-7-fluoro-1,4,4,9-tetramethyl-5H-[1,2,4]triazolo[4,3-a]quinoxaline